C(C)C(C(=O)OCOC1=CC(=CC(=C1C1=C(C=CC(=C1)C)C(=C)C)OCOC(C(CC)CC)=O)CCCCC)CC ((5'-methyl-4-pentyl-2'-(prop-1-en-2-yl)-[1,1'-biphenyl]-2,6-diyl)bis(oxy))bis(methylene) bis(2-ethylbutanoate)